(((1-(2,4-bis(trifluoro-methyl)benzyl)-6-cyano-1H-benzo[d]imidazol-2-yl)thio)methyl)boronic acid FC(C1=C(CN2C(=NC3=C2C=C(C=C3)C#N)SCB(O)O)C=CC(=C1)C(F)(F)F)(F)F